OCCN(C(CCCCCCCCC)=O)CCO N,N-bis(2-hydroxyethyl)decanoamide